7-(4-(4-(benzo[b]thiophen-4-yl)piperazin-1-yl)butoxy)quinolin-2-yl diethyl phosphate P(=O)(OC1=NC2=CC(=CC=C2C=C1)OCCCCN1CCN(CC1)C1=CC=CC=2SC=CC21)(OCC)OCC